ethylene glycol adamantaneformate C12(CC3CC(CC(C1)C3)C2)C(=O)OCCO